C(C)(C)NC=1N=C(C2=C(N1)C=CS2)NCC2=C(C=CC=C2)OC N2-isopropyl-N4-(2-methoxybenzyl)thieno[3,2-d]pyrimidine-2,4-diamine